3-((R)-3-((S)-2-hydroxy-3-(3-(isopropylsulfonyl)phenoxy)propylamino)-1-oxa-8-azaspiro[4.5]decan-8-ylsulfonyl)quinolin-4(1H)-one O[C@@H](CN[C@H]1COC2(C1)CCN(CC2)S(=O)(=O)C2=CNC1=CC=CC=C1C2=O)COC2=CC(=CC=C2)S(=O)(=O)C(C)C